BrC=1SC(=C(N1)C1=C(C=CC=C1)C(C)C)C1=CC(=CC=C1)OCC(C(C)(C)C)(F)F 2-bromo-5-(3-(2,2-difluoro-3,3-dimethylbutoxy)phenyl)-4-(2-isopropylphenyl)thiazole